Cl.ClC=1C(=C(N2N=C(N=CC21)N[C@@H]2[C@@H](CNCC2)O)C2(CCC2)CC)C#N 5-chloro-7-(1-ethylcyclobutyl)-2-{[(3R,4S)-3-hydroxypiperidin-4-yl]amino}pyrrolo[2,1-f][1,2,4]triazine-6-carbonitrile hydrochloride